(1aR,5aR)-2-(1,1-Dioxo-tetrahydro-1λ6-thiophen-3-yl)-1a,2,5,5a-tetrahydro-1H-2,3-diaza-cyclopropa[a]pentalene-4-carboxylic acid (1-methyl-1-phenyl-ethyl)-amide CC(C)(C1=CC=CC=C1)NC(=O)C=1C=2C[C@@H]3[C@H](C2N(N1)C1CS(CC1)(=O)=O)C3